FC(C1=CN=NN1CC(=O)O)(F)F 2-(5-(trifluoromethyl)-1H-1,2,3-triazol-1-yl)acetic acid